8-Bromo-6-fluoro-isoquinoline BrC=1C=C(C=C2C=CN=CC12)F